C(C)C(CNCC(CO)O)CCCC 3-[(2-ethylhexyl)amino]-1,2-propanediol